(2E)-2-Methoxyimino-N-(1-methylcyclopropyl)-3-[(1-methylpyrazol-4-yl)methyl]-4-oxo-8-[(2R)-1,2-dimethyl-3,6-dihydro-2H-pyridin-4-yl]-1H-quinazoline-6-sulfonamide CO\N=C\1/NC2=C(C=C(C=C2C(N1CC=1C=NN(C1)C)=O)S(=O)(=O)NC1(CC1)C)C=1C[C@H](N(CC1)C)C